C(C)(C)(C)C1(CC(=CC(=C1O)C(C)(C)C)OC)C 2,6-di-tert-butyl-4-methoxycresol